(R)-3-(8-methoxy-9-(2-methyl-2H-tetrazol-5-yl)-1-propyl-5,6-dihydropyrrolo[2,1-a]isoquinoline-3-carbonyl)-4-methyloxazolidine-4-carboxamide COC=1C=C2CCN3C(C2=CC1C=1N=NN(N1)C)=C(C=C3C(=O)N3COC[C@@]3(C(=O)N)C)CCC